8-(difluoromethyl)indolizine-2-carboxylic acid FC(C1=CC=CN2C=C(C=C12)C(=O)O)F